ClC1=NC(=NC(=N1)SCCCCCCCCCCCCCCCC)C(C(=S)O)CCCCCCC (4-chloro-6-(hexadecylthio)-1,3,5-triazine-2-yl)thiononanoic acid